Cl.C1NCC2=CC(=CC=C12)CN1N=NC(=C1)C(=O)OC methyl 1-(isoindolin-5-ylmethyl)triazole-4-carboxylate hydrochloride